(R*)-3-((S*)-1-((2,5-bis(trifluoromethyl)pyrazolo[1,5-a]pyrimidin-7-yl)amino)-2-(4-fluorophenyl)propan-2-yl)pyrrolidine-1-carboxamide FC(C1=NN2C(N=C(C=C2NC[C@](C)(C2=CC=C(C=C2)F)[C@@H]2CN(CC2)C(=O)N)C(F)(F)F)=C1)(F)F |o1:12,21|